3-(4-((4-(4-amino-3-(4-phenoxyphenyl)-1H-pyrazolo[3,4-d]pyrimidin-1-yl)piperidin-1-yl)methyl)-2-fluoropyridin-3-yl)piperidine-2,6-dione NC1=C2C(=NC=N1)N(N=C2C2=CC=C(C=C2)OC2=CC=CC=C2)C2CCN(CC2)CC2=C(C(=NC=C2)F)C2C(NC(CC2)=O)=O